NC1=C(C(=O)O)C=C(C(=C1I)C1=NC=C(C=C1F)F)C(F)(F)F 2-amino-4-(3,5-difluoropyridin-2-yl)-3-iodo-5-(trifluoromethyl)benzoic acid